2,3-Dichloro-2-methyl-4,5-dihydrofuran ClC1(OCCC1Cl)C